3,3'-diamino-4,4'-dihydroxybenzophenone NC=1C=C(C(=O)C2=CC(=C(C=C2)O)N)C=CC1O